C(CC)C(C(=O)OCC)=C ethyl 2-propylacrylate